O=C1NC(CCC1N1C(OC2=C1C=CC=C2C#CCOCCOCCNC(OC(C)(C)C)=O)=O)=O Tert-butyl N-[2-[2-[3-[3-(2,6-dioxo-3-piperidyl)-2-oxo-1,3-benzoxazol-7-yl]prop-2-ynoxy] ethoxy]ethyl]carbamate